C1(=[C-]C=CC=C1)C#CC1=CC=CC=C1 tolanid